(3S,4R)-3,4-dihydroxy-2,2-dimethyl-3,4-dihydro-2H-pyrano[2,3-b]pyridine-6-carboxylic acid ethyl ester C(C)OC(=O)C=1C=C2C(=NC1)OC([C@H]([C@@H]2O)O)(C)C